BrC1=NN(C=C1CC=1N=C2N(C=CC(=C2)C(F)(F)F)C1)C 2-((3-bromo-1-methyl-1H-pyrazol-4-yl)methyl)-7-(trifluoromethyl)imidazo[1,2-a]pyridine